CS(=O)(=O)C=1C=C(C=NC1)C1=NC(=NC=C1C(F)(F)F)N[C@@H]1CC[C@H](CC1)N(C(OCC)=O)C1=NC=C(N=C1)C=1C=NC(=NC1)OC ethyl (trans-4-((4-(5-(methanesulfonyl)pyridin-3-yl)-5-(trifluoromethyl)pyrimidin-2-yl)amino)cyclohexyl)(5-(2-methoxypyrimidin-5-yl)pyrazin-2-yl)carbamate